2'-(difluoromethyl)-5'-methoxy-6-methyl-N-(5-(2-oxopiperidin-1-yl)thiazolo[5,4-d]pyrimidin-2-yl)-[4,4'-bipyridine]-3-carboxamide FC(C1=NC=C(C(=C1)C1=C(C=NC(=C1)C)C(=O)NC=1SC=2N=C(N=CC2N1)N1C(CCCC1)=O)OC)F